C(C)(C)(C)[S@](=O)N (S)-tert-butanesulfinamide